3-(((5-(1-fluorocyclopropyl)-1H-indazol-6-yl)oxy)methyl)isoxazole FC1(CC1)C=1C=C2C=NNC2=CC1OCC1=NOC=C1